C(C=1C(O)=CC=CC1)(=O)[O-].C(C)C(C[NH2+]CC(CCCC)CC)CCCC bis(2-ethylhexyl)ammonium salicylate